6H-dibenzo-(c,e)(1,2)-oxaphosphorin-6-one C1=CC=CC2=C1C1=C(P(O2)=O)C=CC=C1